N-Boc-1,6-diaminohexane C(=O)(OC(C)(C)C)NCCCCCCN